C(C)OOP(=O)(OC)CC[C@H](N)C(=O)OCC ethyl 4-[ethoxy (methyl) phosphono]-L-homoalaninate